C1(=CC=CC=C1)C(C1=CC=CC=C1)=NC(C(=O)OCC)(CCC=C)C ethyl 2-((diphenylmethylene)amino)-2-methylhex-5-enoate